1-cyclopentyl-1,4-dihydro-5H-tetrazol-5-one C1(CCCC1)N1N=NNC1=O